(R)-2-chloro-N-(5-chloro-6-(2H-1,2,3-triazol-2-yl)pyridin-3-yl)-8-methyl-8-(trifluoromethyl)-7,8-dihydro-6H-pyrazolo[1,5-a]pyrrolo[2,3-e]pyrimidine-6-carboxamide ClC1=NN2C(N=CC3=C2[C@@](CN3C(=O)NC=3C=NC(=C(C3)Cl)N3N=CC=N3)(C(F)(F)F)C)=C1